C1(CC1)C(=O)NC1=NN2C(C=C(C=C2)C=2C=C(C(=NC2)C)NC(=O)N2OCC[C@H]2C2=CC=CC=C2)=N1 (S)-N-(5-(2-(cyclopropanecarboxamido)-[1,2,4]triazolo[1,5-a]pyridin-7-yl)-2-methylpyridin-3-yl)-3-phenylisoxazolidine-2-carboxamide